P(O)(O)(=S)O[C@H]1C[C@@H](O[C@@H]1CO)N1C(=O)NC(=O)C(C)=C1 deoxythymidine-3'-phosphorothioate